(Z,Z)-7,11-Tridecadienyl acetate C(C)(=O)OCCCCCC\C=C/CC\C=C/C